N-(methyl-d3)-4-((2-(2,2-difluoroethoxy)-4-(1-isopropyl-1H-pyrazol-4-yl)phenyl)amino)pyridazine-3-carboxamide C(NC(=O)C=1N=NC=CC1NC1=C(C=C(C=C1)C=1C=NN(C1)C(C)C)OCC(F)F)([2H])([2H])[2H]